C[C@H]1CC[C@@H]2[C@H](C[C@H]([C@]3(C2=C1C(=O)[C@@]3(C)O)O)C=C(C)C)C The molecule is a cyclic terpene ketone that is 2a,3,4,5,5a,6,7,8-octahydroacenaphthylen-1(2H)-one substituted by hydroxy groups at positions 2 and 2a, methyl groups at positions 2, 5 and 8 and a 2-methylprop-1-en-1-yl group at position 3. It is isolated from the the West Indian gorgonian octocoral Pseudopterogorgia elisabethae and exhibits antitubercular and antimalarial activity. It has a role as a metabolite and an antimalarial. It is a cyclic terpene ketone, a carbotricyclic compound, a diol, a tertiary alcohol, an enone and a tertiary alpha-hydroxy ketone.